(R)-2-((6-(5-cyano-6-methoxy-3-pyridinyl)-4-quinazolinyl)amino)-N,N-dimethyl-3-(methylseleno)propanamide C(#N)C=1C=C(C=NC1OC)C=1C=C2C(=NC=NC2=CC1)N[C@H](C(=O)N(C)C)C[Se]C